C1[C@@H]2[C@H]([C@H]([C@@H](O2)N3C=CC(=NC3=O)N)O)OP(=O)(O1)[O-] The molecule is the conjugate base of 3',5'-cyclic CMP; major species at pH 7.3. It has a role as a Saccharomyces cerevisiae metabolite. It is a conjugate base of a 3',5'-cyclic CMP.